CC(=CCSC(=O)C)C 3-methyl-2-buten-1-yl thiolacetate